N1=CC=C(C=C1)C=1CN(CC1)C(=O)OC(C)(C)C tert-butyl 3-(pyridin-4-yl)-2,5-dihydro-1H-pyrrole-1-carboxylate